3-Methacryloxypropyl-tris(2-meth-oxyethoxy)silan C(C(=C)C)(=O)OCCC[Si](OCCOC)(OCCOC)OCCOC